ClC1=C(C(=O)OC)C=CC=C1C1=NNC(=C1)C#N methyl 2-chloro-3-(5-cyano-1H-pyrazol-3-yl)benzoate